1-(4-(tert-butyl)benzoyl)piperidin C(C)(C)(C)C1=CC=C(C(=O)N2CCCCC2)C=C1